(R)-2-[2-(6-amino-9H-purin-9-yl)ethoxy]-3-[(tert-butyldiphenylsilyl)oxy]propan-1-ol tert-Butyl-N-[(1-methylpyrazol-4-yl)-tetrahydropyran-4-yl-sulfamoyl]carbamate C(C)(C)(C)N(C(=O)OC[C@H](CO[Si](C1=CC=CC=C1)(C1=CC=CC=C1)C(C)(C)C)OCCN1C2=NC=NC(=C2N=C1)N)S(N(C1CCOCC1)C=1C=NN(C1)C)(=O)=O